methyl (S)-2-(4-methylchroman-5-yl)acetate C[C@H]1CCOC2=CC=CC(=C12)CC(=O)OC